FC1(C[C@H](NC1=O)COC1=NC=C(C2=CC(=C(C=C12)OC(C)C)C(=O)N)C=1C=NN(C1)C1CCOCC1)F (S)-1-((4,4-difluoro-5-oxopyrrolidin-2-yl)methoxy)-7-isopropoxy-4-(1-(tetrahydro-2H-pyran-4-yl)-1H-pyrazol-4-yl)isoquinoline-6-carboxamide